C(C)(C)(C)N(C(O)=O)C[C@@H](C[C@@H](CN1C(C2=CC=CC=C2C1=O)=O)N(C(O)=O)C(C)(C)C)F.O(C1=CC=CC=C1)C(CO[SiH3])OC1=CC=CC=C1 diphenoxyethoxysilane di-tert-butyl-((2R,4S)-5-(1,3-dioxoisoindolin-2-yl)-2-fluoropentane-1,4-diyl)dicarbamate